NC1=CN(NO1)N1CCOCC1 5-amino-3-(4-morpholinyl)-1,2,3-oxadiazole